allyl 4-((cis)-6,6-difluoro-2-methylhexahydropyrrolo[3,2-c]pyrazol-1(2H)-yl)-2,2-dimethylbutyrate FC1(CN[C@@H]2[C@H]1N(N(C2)C)CCC(C(=O)OCC=C)(C)C)F